FC1(CN(CC1(C)C)C=1C=2N(C=CN1)N=C(C2)C=2C(NC(NC2)=O)=O)F 5-[4-(3,3-Difluoro-4,4-dimethyl-pyrrolidin-1-yl)pyrazolo[1,5-a]pyrazin-2-yl]-1H-pyrimidine-2,4-dione